5-((2-((3R,4R)-3-Amino-4-fluoropiperidin-1-yl)-1H-benzo[d]imidazol-1-yl)methyl)pyrazin-2-carbonitril N[C@@H]1CN(CC[C@H]1F)C1=NC2=C(N1CC=1N=CC(=NC1)C#N)C=CC=C2